BrC=1C=CC=C2N=CC(=NC12)C=1C=NN(C1)C1CCN(CC1)C(CCC(=O)NCCC=1C=C2CN(C(C2=CC1)=O)C1C(NC(CC1)=O)=O)=O 4-(4-(4-(8-bromoquinoxalin-2-yl)-1H-pyrazol-1-yl)piperidin-1-yl)-N-(2-(2-(2,6-dioxopiperidin-3-yl)-1-oxoisoindolin-5-yl)ethyl)-4-oxobutanamide